FC(OC[C@H]1N2CC(C[C@@]2(CC1)C(=O)OC)=C)F methyl (5S,7aS)-5-((difluoromethoxy) methyl)-2-methylenetetrahydro-1H-pyrrolizine-7a(5H)-carboxylate